C1(=CC=CC=C1)S(=O)(=O)C1=NOC2=C1C=C1C(=C2)NC(N1CC1=CC(=CC=C1)OCCC)=O benzenesulfonyl-5-(3-propoxybenzyl)-5,7-dihydro-6H-imidazo[4',5':4,5]benzo[1,2-d]isoxazol-6-one